(+)-4-chloro-1-[2-oxo-1-(2,2,2-trifluoroethyl)piperidin-3-yl]-1'-(1H-pyrazolo[3,4-b]pyridine-5-carbonyl)spiro[indole-3,4'-piperidin]-2-one ClC1=C2C(=CC=C1)N(C(C21CCN(CC1)C(=O)C=1C=C2C(=NC1)NN=C2)=O)C2C(N(CCC2)CC(F)(F)F)=O